3,6,9,12,15-tricosapentaenoic acid C(CC=CCC=CCC=CCC=CCC=CCCCCCCC)(=O)O